N-((7R)-2-Cyano-2-azabicyclo[2.2.1]heptan-7-yl)-5-(2-(4-fluorophenoxy)phenyl)thiazol-2-carboxamid C(#N)N1C2CCC(C1)[C@H]2NC(=O)C=2SC(=CN2)C2=C(C=CC=C2)OC2=CC=C(C=C2)F